(9R,13S)-13-{4-[5-chloro-2-(pyridin-4-yl)phenyl]-6-oxo-1,6-dihydropyrimidine-1-yl}-3,9-dimethyl-3,4,7,15-tetraazatricyclo[12.3.1.02,6]Octadecan-1(18),2(6),4,14,16-pentaen-8-one ClC=1C=CC(=C(C1)C=1N=CN(C(C1)=O)[C@H]1CCC[C@H](C(NC=2C=NN(C2C=2C=CN=C1C2)C)=O)C)C2=CC=NC=C2